C(C)(C)(C)OC(=O)NC=1C=CC2=C(N=C(O2)C2=CC(=NC=C2)C(=O)O)C1 4-(5-((tert-Butoxycarbonyl)amino)benzo[d]oxazol-2-yl)picolinic acid